COC1=CC=C(C=C1)C12C(C(C1)(C2)N(NC(=O)OC(C)(C)C)C(=O)OC(C)(C)C)B2OC(C(O2)(C)C)(C)C di-tert-butyl 1-(3-(4-methoxyphenyl)-2-(4,4,5,5-tetramethyl-1,3,2-dioxaborolan-2-yl)bicyclo[1.1.1]pentan-1-yl)hydrazine-1,2-dicarboxylate